2-((((Benzyloxy)carbonyl)amino)(4,4-difluorocyclohexyl)methyl)benzo[d]oxazole-5-carboxylic acid C(C1=CC=CC=C1)OC(=O)NC(C=1OC2=C(N1)C=C(C=C2)C(=O)O)C2CCC(CC2)(F)F